C1(=CC=CC=C1)COC(=O)N[C@H](C(=O)N(C)[C@H]([C@@H](CC(=O)N1[C@@H](CCC1)[C@@H]([C@H](C(=O)OCC1=CC=CC=C1)C)OC)OC)[C@H](CC)C)C(C)C Benzyl (2R,3R)-3-((S)-1-((3R,4S,5S)-4-((S)-2-(((phenylmethoxy) carbonyl) amino)-N,3-dimethylbutyramido)-3-methoxy-5-methylheptanoyl) pyrrolidin-2-yl)-3-methoxy-2-methylpropionate